(S)-N-(4-((2,5-dimethyl-4-(methyl-d3)-4,5-dihydro-[1,2,4]triazolo[1,5-a]quinoxalin-6-yl)amino)-5-(propanoyl-3,3,3-d3)pyridin-2-yl)cyclopropanecarboxamide CC1=NN2C([C@@H](N(C3=C(C=CC=C23)NC2=CC(=NC=C2C(CC([2H])([2H])[2H])=O)NC(=O)C2CC2)C)C([2H])([2H])[2H])=N1